N-(4-[2-[(5-chloropyridin-2-yl)amino]-1,3-thiazol-4-yl]-3-methylphenyl)acetamide ClC=1C=CC(=NC1)NC=1SC=C(N1)C1=C(C=C(C=C1)NC(C)=O)C